3-(difluoromethyl)-9-methyl-3,4,7,15-tetraazatricyclo[12.3.1.02,6]Octadecan-1(18),2(6),4,14,16-pentaen-8-one FC(N1C=2C=3C=CN=C(CCCCC(C(NC2C=N1)=O)C)C3)F